C(CC#C)C1(N=N1)CCNC(=O)[C@@H]1N(C(SC1)[C@H]1N=C(SC1)C1=C(C=CC=C1)O)C (4S)-N-[2-(3-but-3-ynyldiazirin-3-yl)ethyl]-2-[(4S)-2-(2-hydroxyphenyl)-4,5-dihydrothiazol-4-yl]-3-methyl-thiazolidine-4-carboxamide